ClC=1C=C(C=CC1F)NC(N(C([2H])([2H])[2H])[C@H](C)C1=CNC(C2=C(C(=CC=C12)F)F)=O)=O (R)-3-(3-chloro-4-fluorophenyl)-1-(1-(7,8-difluoro-1-oxo-1,2-dihydroisoquinolin-4-yl)ethyl)-1-(methyl-d3)urea